4-((4-methyl-7-phenylhept-3-en-1-yloxy)phenyl)butan-2-one CC(=CCCOC1=C(C=CC=C1)CCC(C)=O)CCCC1=CC=CC=C1